4-([1,4'-bipiperidin]-1'-yl)-3-((3,4-dimethoxyphenyl)sulfonyl)-6,7-dimethoxyquinoline N1(CCCCC1)C1CCN(CC1)C1=C(C=NC2=CC(=C(C=C12)OC)OC)S(=O)(=O)C1=CC(=C(C=C1)OC)OC